(S)-5-(2-amino-3-phenylpropionamido)benzo[b]thiophene-2-carboxylic acid tert-butyl ester C(C)(C)(C)OC(=O)C1=CC2=C(S1)C=CC(=C2)NC([C@H](CC2=CC=CC=C2)N)=O